C(C)(C)(C)OC(=O)N1CC(OCC1)CC1=C(C(=CC=C1)Cl)C1=CC=NS1.OC=1C=CC(=NC1)NC(=O)N1CCN(CC1)C1=NC=CC=C1 N-(5-hydroxypyridin-2-yl)-4-(pyridin-2-yl)piperazine-1-carboxamide tert-butyl-2-[(3-chloro-2-isothiazol-5-yl-phenyl)methyl]morpholine-4-carboxylate